3-bromo-1-chloropropan-1-ene BrCC=CCl